NC1=C(C=C(N=N1)C1=C(C=CC=C1)O)N1CC2(C1)CN(C2)C2=CC(=NC=C2)C#CCN2CCCCCC2 2-[6-amino-5-[6-[2-[3-(azepan-1-yl)prop-1-ynyl]-4-pyridinyl]-2,6-diazaspiro[3.3]heptan-2-yl]pyridazin-3-yl]phenol